N-(4-(1-((1-(1H-tetrazole-1-carbonyl)piperidin-2-yl)methyl)-4-amino-1H-pyrazolo[3,4-d]pyrimidin-3-yl)benzyl)-2-methoxy-5-methylbenzamide N1(N=NN=C1)C(=O)N1C(CCCC1)CN1N=C(C=2C1=NC=NC2N)C2=CC=C(CNC(C1=C(C=CC(=C1)C)OC)=O)C=C2